OCCC1=CN=C(S1)NC1=NC(=C2C=CC=NC2=C1)NC1CC2CCC(C1)N2CCC#N 3-((3-exo)-3-((7-((5-(2-hydroxyethyl)thiazol-2-yl)amino)-1,6-naphthyridin-5-yl)amino)-8-azabicyclo[3.2.1]octan-8-yl)propionitrile